C(#N)C=1C(=NN2C1NC1=C(CC2)C=C(C=C1)N1CCN(CC1)C(=O)OC(C)(C)C)C1=CC=C(C=C1)C(=O)OC tert-butyl 4-(3-cyano-2-(4-(methoxycarbonyl)phenyl)-9,10-dihydro-4H-benzo[d]pyrazolo[1,5-a][1,3]diazepin-7-yl)piperazine-1-carboxylate